ClC1=C(C=C2C(NC(NC2=C1SCC(COC)O)=O)=O)C(F)(F)F 7-chloro-8-((2-hydroxy-3-methoxypropyl)thio)-6-(trifluoromethyl)quinazoline-2,4(1H,3H)-dione